7-amino-6-(3-methoxy-2,6-dimethylphenyl)-4-methylpyrrolo[1,2-a]pyrimidine-8-carbonitrile NC=1C(=C2N(C(=CC=N2)C)C1C1=C(C(=CC=C1C)OC)C)C#N